C1(C=CCCCC1)C1=C(C=CC=C1O)O 2-Cyclohept-2-en-1-ylbenzene-1,3-diol